SCCC[Si](OCC)(OCC)OCC 3-mercaptopropyltriethoxysilan